2-(2-(pyridin-3-yl)ethyl)oxazole-4-carbaldehyde oxime hydrochloride Cl.N1=CC(=CC=C1)CCC=1OC=C(N1)C=NO